N(C(=N)N)CC=1C=C(C(=O)N)C=CC1 3-(guanidinomethyl)benzamide